5-chloro-N-methylisoindolin-4-amine hydrochloride Cl.ClC1=C(C=2CNCC2C=C1)NC